4-(5-isopropoxy-6-methoxybenzo[d]thiazol-2-yl)-2-methyl-4-oxobutanoic acid C(C)(C)OC=1C(=CC2=C(N=C(S2)C(CC(C(=O)O)C)=O)C1)OC